N-((5-methylpyridin-3-yl)methyl)-4-(1-propionylindol-5-yl)benzamide CC=1C=C(C=NC1)CNC(C1=CC=C(C=C1)C=1C=C2C=CN(C2=CC1)C(CC)=O)=O